[Br-].NCC1=[N+](C2=C(N1CC)C=C(C=C2)OC)CC2=CC=CC=C2 (aminomethyl)-3-benzyl-1-ethyl-6-methoxy-1H-1,3-benzodiazol-3-ium bromide